methyl-[1,2-bis(diphenylphosphino)ethane] nickel tetrafluoroborate F[B-](F)(F)F.[Ni+2].CC(CP(C1=CC=CC=C1)C1=CC=CC=C1)P(C1=CC=CC=C1)C1=CC=CC=C1.F[B-](F)(F)F